C(C)(C)(C)OC(=O)N1[C@H]([C@@H](CC1)NC(C(COC1=NC=CC=C1C(F)(F)F)(C)C)=O)CC trans-3-(2,2-dimethyl-3-((3-(trifluoromethyl)pyridin-2-yl)oxy)propanamido)-2-ethylpyrrolidine-1-carboxylic acid tert-butyl ester